5-((4-(Tert-butoxycarbonyl)piperazin-1-yl)sulfonyl)-3,4-dimethyl-1H-pyrrole-2-carboxylic acid C(C)(C)(C)OC(=O)N1CCN(CC1)S(=O)(=O)C1=C(C(=C(N1)C(=O)O)C)C